tert-butyl (2S)-3-(3-(2-hydroxyphenyl)-7H-pyrrolo[2,3-c]pyridazin-6-yl)-2-methylmorpholine-4-carboxylate OC1=C(C=CC=C1)C1=CC2=C(N=N1)NC(=C2)C2N(CCO[C@H]2C)C(=O)OC(C)(C)C